BrC=1C(=C2C(=NC1)N=C(N2)C2=C(N(C(=C2)C)C=2C=C(C=CC2)NC(CN(C)C)=O)C)N[C@@H]2CN(CC2)S(=O)(=O)CC (S)-N-(3-(3-(6-bromo-7-((1-(ethylsulfonyl)pyrrolidin-3-yl)amino)-1H-imidazo[4,5-b]pyridin-2-yl)-2,5-dimethyl-1H-pyrrol-1-yl)phenyl)-2-(dimethylamino)acetamide